5-(4-(3-((4-(4-amino-3-(4-phenoxyphenyl)-1H-pyrazolo[3,4-d]pyrimidin-1-yl)piperidin-1-yl)methyl)cyclobutyl)piperazin-1-yl)-2-(2,6-dioxopiperidin-3-yl)isoindoline-1,3-dione NC1=C2C(=NC=N1)N(N=C2C2=CC=C(C=C2)OC2=CC=CC=C2)C2CCN(CC2)CC2CC(C2)N2CCN(CC2)C=2C=C1C(N(C(C1=CC2)=O)C2C(NC(CC2)=O)=O)=O